3-[4-(Tert-butyl-dimethyl-siloxy)-1-oxo-1,3-dihydro-isoindol-2-yl]-piperidine-2,6-dione C(C)(C)(C)[Si](OC1=C2CN(C(C2=CC=C1)=O)C1C(NC(CC1)=O)=O)(C)C